1-(5-{[2-Chloro-4-(trifluoromethyl)pyridin-3-yl]methoxy}pyrimidin-2-yl)imidazolidine-2,4-dione ClC1=NC=CC(=C1COC=1C=NC(=NC1)N1C(NC(C1)=O)=O)C(F)(F)F